C(C=C)OCC(=O)O allyloxyacetic acid